1-(((1-ethyl-1H-benzo[d]imidazol-2-yl)methyl)amino)pyrrolidin-2-one C(C)N1C(=NC2=C1C=CC=C2)CNN2C(CCC2)=O